3-(5-(((S)-1-((5-Fluoro-2-(tetrahydro-2H-pyran-4-yl)quinolin-6-yl)methyl)pyrrolidin-3-yl)oxy)-1-oxoisoindolin-2-yl)piperidine-2,6-dione FC1=C2C=CC(=NC2=CC=C1CN1C[C@H](CC1)OC=1C=C2CN(C(C2=CC1)=O)C1C(NC(CC1)=O)=O)C1CCOCC1